FC1C(C1)C(=O)NC=1N=C2N(C=C(C=C2F)C2=C(C=C(C=C2)F)C)C1 2-fluoro-N-(8-fluoro-6-(4-fluoro-2-methylphenyl)imidazo[1,2-a]pyridin-2-yl)cyclopropane-1-carboxamide